COC1=C(C=2N(C=C1C(=O)NC1=NC=C(C=C1)N1CCNCC1)C=C(N2)C)C 7-methoxy-2,8-dimethyl-N-(5-(piperazin-1-yl)pyridin-2-yl)imidazo[1,2-a]pyridine-6-carboxamide